aluminium-nickel-lanthanum-copper [Cu].[La].[Ni].[Al]